C1(=CC=CC=C1)C1(CC1)C=1NC(C2=C(N1)CCN(C2)C(CC=2C=C1N=CC=NC1=CC2)=O)=O 2-(1-phenylcyclopropyl)-6-(2-(quinoxalin-6-yl)acetyl)-5,6,7,8-tetrahydropyrido[4,3-d]pyrimidin-4(3H)-one